24-Methylcholesta-5,22-dien CC(C(C)C)C=C[C@@H](C)[C@H]1CC[C@H]2[C@@H]3CC=C4CCCC[C@]4(C)[C@H]3CC[C@]12C